(S)-methyl 4-(1-(methoxy-d3)ethyl)benzoate C(O[C@@H](C)C1=CC=C(C(=O)OC)C=C1)([2H])([2H])[2H]